2-[(2,5-dichloropyrimidin-4-yl)amino]-4-nitro-N-phenylbenzamide ClC1=NC=C(C(=N1)NC1=C(C(=O)NC2=CC=CC=C2)C=CC(=C1)[N+](=O)[O-])Cl